COC(NC(C(=O)NC1=CC=C(C=C1)C1=NC(=CN=C1)OCC)C=1N=C(SC1)NS(=O)(=O)C1CC1)=O methyl(1-(2-(cyclopropanesulfonamido)thiazol-4-yl)-2-((4-(6-ethoxypyrazin-2-yl)phenyl) amino)-2-oxoethyl)carbamate